Dibenzyl 2-(11-(trityloxy)undecyl)malonate C(C1=CC=CC=C1)(C1=CC=CC=C1)(C1=CC=CC=C1)OCCCCCCCCCCCC(C(=O)OCC1=CC=CC=C1)C(=O)OCC1=CC=CC=C1